FC=1C=C(C=CC1F)C1=C(C=CC=C1)COCC(CCCCN1C[C@@H]([C@H]([C@@H]([C@H](C1)O)O)O)O)F (3S,4R,5R,6S)-1-{6-[(3',4'-difluoro-2-biphenylyl)methoxy]-5-fluorohexyl}-3,4,5,6-azepanetetrol